5-amino-7-(4-fluorophenyl)-8-[2-(hydroxymethyl)-6-methoxy-4-pyridyl]-2-[(1-methylimidazol-2-yl)methyl]-[1,2,4]triazolo[4,3-c]pyrimidin-3-one NC1=NC(=C(C=2N1C(N(N2)CC=2N(C=CN2)C)=O)C2=CC(=NC(=C2)OC)CO)C2=CC=C(C=C2)F